3-chloro-4-fluorobenzenesulphonate ClC=1C=C(C=CC1F)S(=O)(=O)[O-]